ClCC(=O)NC=1C(=C(NC1C)\C=C\1/C(NC2=CC=C(C=C12)C(=O)N[C@H](C)C1=CC=CC=C1)=O)C (R,Z)-3-((4-(2-chloroacetamido)-3,5-dimethyl-1H-pyrrol-2-yl)methylene)-2-oxo-N-(1-phenylethyl)indoline-5-carboxamide